C(C)(C)(C)C=1C=C(C=C(C1O)C(C)(C)C)CCC(=O)OCC(COC(CCC1=CC(=C(C(=C1)C(C)(C)C)O)C(C)(C)C)=O)(COC(CCC1=CC(=C(C(=C1)C(C)(C)C)O)C(C)(C)C)=O)COC(CCC1=CC(=C(C(=C1)C(C)(C)C)O)C(C)(C)C)=O pentaerythritol tetrakis-[β-(3,5-di-tert-butyl-4-hydroxyphenyl) propionate]